N-(3-aminopropyl)-N-(3-hydroxypropyl)octanoamide NCCCN(C(CCCCCCC)=O)CCCO